BrC1(C=2N=CC(=NC2C=CC1)NC1=C(C(=C(C(=C1)C)N1CCC(CC1)N1CCN(CC1)C)F)OC)C1=NC2=CC=CC=C2N=C1 (5-bromo-2-((3-fluoro-2-methoxy-5-methyl-4-(4-(4-methylpiperazin-1-yl)piperidin-1-yl)phenyl)amino)quinoxalin-5-yl)quinoxalin